C(#N)C1=CC=C(N=N1)N1CC([C@@H](CC1)NC1=C(C=NC=2N1N=C(C2)C=2C=NC=CC2)C(=O)N)(C)C (R)-7-((1-(6-cyanopyridazin-3-yl)-3,3-dimethylpiperidin-4-yl)amino)-2-(pyridin-3-yl)pyrazolo[1,5-a]pyrimidine-6-carboxamide